(2-bromoacetyl)-L-alanine tert-butyl ester C(C)(C)(C)OC([C@@H](NC(CBr)=O)C)=O